C(C1=CC=CC=C1)N(C(=O)N(C)C)C=1C2=C(N=C(N1)C1=C(C=CC=C1)C(C)C)CCC2 1-benzyl-1-(2-(2-isopropylphenyl)-6,7-dihydro-5H-cyclopenta[d]pyrimidin-4-yl)-3,3-dimethylurea